tert-Butyl (1R,2S,5R)-2-(hydroxymethyl)-3,6-diazabicyclo[3.2.2]nonane-6-carboxylate OC[C@@H]1[C@H]2CN([C@@H](CN1)CC2)C(=O)OC(C)(C)C